methyl β-heptenylaminopropionate C(=CCCCCC)NCCC(=O)OC